N1C(=CC2=CC=CC=C12)OB(O)O indolyl-boric acid